tert-Butyl (2S,4R)-2-((1H-pyrazol-1-yl)methyl)-4-(5-(3-(trifluoromethoxy)phenyl)oxazole-2-carboxamido)pyrrolidine-1-carboxylate N1(N=CC=C1)C[C@H]1N(C[C@@H](C1)NC(=O)C=1OC(=CN1)C1=CC(=CC=C1)OC(F)(F)F)C(=O)OC(C)(C)C